FC1(CCN(CC1)CC=1C=CC(=NC1)C(=O)O)F 5-((4,4-difluoropiperidin-1-yl)methyl)picolinic acid